(6-(2-chloro-5-fluorophenyl)-3-cyano-6-hydroxy-1-methyl-8-oxo-1,6,7,8-tetrahydropyrrolo[3,4-g]indazol-5-yl)-3-fluoro-5-(trifluoromethyl)benzamide ClC1=C(C=C(C=C1)F)C1(NC(C=2C1=C(C=C1C(=NN(C21)C)C#N)C2=C(C(=O)N)C=C(C=C2F)C(F)(F)F)=O)O